C(C)(C)(C)OC(=O)N1[C@H](C(C(=CC1)O)(C(=O)O)C)C1=CC=CC=C1 3-methyl-(2S)-4-hydroxy-2-phenyl-1,2,3,6-tetrahydropyridine-1,3-dicarboxylic acid 1-tert-butyl ester